P(=O)(OC[N+]1=C(C(=CC=C1)C1=CC(=NO1)CC=1C=NC(=CC1)OCCC#N)N)(O)[O-] (2-amino-3-(3-((6-(2-cyanoethoxy)pyridin-3-yl)methyl)isoxazol-5-yl)pyridin-1-ium-1-yl)methyl hydrogen phosphate